O[C@@]1(C(N(CC1)C)=O)C1=CC(=NO1)C1=CC(=CC=C1)C1=NC=NN2C1=CC=C2 (R)-3-Hydroxy-1-methyl-3-(3-(3-(pyrrolo[2,1-f][1,2,4]triazin-4-yl)phenyl)isoxazol-5-yl)pyrrolidin-2-one